ClCCN1C(=NC2=C(C1=O)C=NN2C2=CC=C(C=C2)F)C=2C=NC(=CC2)OC 5-(2-chloroethyl)-1-(4-fluorophenyl)-6-(6-methoxypyridin-3-yl)-1,5-dihydro-4H-pyrazolo[3,4-d]pyrimidin-4-one